C(C)(C)C=1OC=C(N1)C(=O)O 2-isopropyloxazole-4-carboxylic acid